ethylenediaminetetraacetic acid copper salt [Cu+2].C(CN(CC(=O)[O-])CC(=O)[O-])N(CC(=O)[O-])CC(=O)[O-].[Cu+2]